FC=1CSOCC1 4-fluoro-3,6-dihydrooxathiine